Cl.ClC=1C(=C(C=CC1F)NCC=1C=NC(=CC1)C(C)(F)F)F (3-chloro-2,4-difluorophenyl)(6-(1,1-difluoroethyl)pyridin-3-yl)methylamine hydrochloride